beta-Nitropropionic acid [N+](=O)([O-])CCC(=O)O